C1(=CC(=CC=C1)N(C1=C(C(=CC=C1)N(C1=CC=CC=C1)C1=CC=CC=C1)Cl)C1=CC=CC=C1)N(C1=C(C(=CC=C1)N(C1=CC=CC=C1)C1=CC=CC=C1)Cl)C1=CC=CC=C1 N1,N1'-(1,3-phenylene)bis(2-chloro-N1,N3,N3-triphenylbenzene-1,3-diamine)